C(#N)[C@H](CC1=C(C=C(C=C1)C=1C=CC2=C(N(C(O2)=O)C)C1)OC)NC(=O)[C@H]1OCCCNC1 (S)-N-((S)-1-cyano-2-(2-methoxy-4-(3-methyl-2-oxo-2,3-dihydrobenzo[d]oxazol-5-yl)phenyl)ethyl)-1,4-oxazepane-2-carboxamide